7-methoxy-N-(6-methoxypyridin-2-yl)-2-(tetrahydro-2H-pyran-4-yl)imidazo[1,2-a]pyridine-6-carboxamide COC1=CC=2N(C=C1C(=O)NC1=NC(=CC=C1)OC)C=C(N2)C2CCOCC2